tert-butyl (S)-3-(((7-bromo-6-chloro-2-((2-(dimethylamino)ethyl)-amino)-4-oxo-3,4-dihydroquinazolin-5-yl)oxy)methyl)piperazine-1-carboxylate BrC1=C(C(=C2C(NC(=NC2=C1)NCCN(C)C)=O)OC[C@@H]1CN(CCN1)C(=O)OC(C)(C)C)Cl